diethyl p-methoxyphenylsuccinate COC1=CC=C(C=C1)C(C(=O)OCC)CC(=O)OCC